3-bromo-10-cyclobutyl-9-(methoxymethyl)-5-oxa-2-thia-8,11-diazatricyclo[6.4.1.04,13]trideca-1(13),3-dien-12-one BrC=1SC=2C(NC(C(N3CCOC1C23)COC)C2CCC2)=O